Bis(triphenylphosphine) ammonium phthalate C(C=1C(C(=O)[O-])=CC=CC1)(=O)[O-].[NH4+].C1(=CC=CC=C1)P(C1=CC=CC=C1)C1=CC=CC=C1.C1(=CC=CC=C1)P(C1=CC=CC=C1)C1=CC=CC=C1.[NH4+]